CC(CC=C)N1N=CC(=C1)C=1C2=C(N=CN1)NC=C2 4-[1-(1-methylbut-3-en-1-yl)-1H-pyrazol-4-yl]-7H-pyrrolo[2,3-d]-pyrimidine